C1(=CC=C(C=C1)C1=NN=C(O1)C(=O)O)C 5-(p-tolyl)-1,3,4-oxadiazole-2-carboxylic acid